5-(2-(4-((2-(3,9-diazaspiro[5.5]undecan-3-yl)pyrimidin-4-yl)methoxy)phenyl)propan-2-yl)-3-chloro-2-(2-chloroethoxy)benzonitrile trifluoroacetate FC(C(=O)O)(F)F.C1CN(CCC12CCNCC2)C2=NC=CC(=N2)COC2=CC=C(C=C2)C(C)(C)C=2C=C(C(=C(C#N)C2)OCCCl)Cl